FC1=C(C(=CC=C1F)OC)S(=O)(=O)N 2,3-Difluoro-6-methoxy-benzenesulfonamide